O1C=C(C(=C1)C(=O)O)C(=O)O 3,4-furandicarboxylic acid